2-[tert-butyl(dimethyl)-silyl]oxy-1-(5-fluoro-2-pyridyl)ethanol C(C)(C)(C)[Si](OCC(O)C1=NC=C(C=C1)F)(C)C